6,6'-((ethane-2,1-diyl))dipicolinic acid C(CC1=CC=CC(=N1)C(=O)O)C1=CC=CC(=N1)C(=O)O